C1(=CC=CC=C1)P([O-])([O-])([O-])C(C1=C(C=C(C=C1C)C)C)=O phenyl-2,4,6-Trimethylbenzoylphosphite